FC=1C=C(COC(=O)N[C@H](C(=O)O)CCN(CCCCC2=NC=3NCCCC3C=C2)CCOC)C=C(C1)F (S)-2-((((3,5-difluorobenzyl)oxy)carbonyl)amino)-4-((2-methoxyethyl)(4-(5,6,7,8-tetrahydro-1,8-naphthyridin-2-yl)butyl)amino)butanoic acid